(3R,4S)-1-[6-(1-cyclohexylpyrazol-4-yl)pyrrolo[1,2-b]pyridazin-4-yl]-3-cyclopropyl-4-methyl-2-oxopyrrolidine-3-carbonitrile C1(CCCCC1)N1N=CC(=C1)C=1C=C2N(N=CC=C2N2C([C@]([C@@H](C2)C)(C#N)C2CC2)=O)C1